NC1=C(C(C=2OC3=C(C2O1)C=CC=C3)C3=CC=C(C=C3)Br)C#N 2-amino-4-(4-bromophenyl)-4H-pyrano[3,2-b]benzofuran-3-carbonitrile